BrCC1=CC=C(C=C1)C(C)N1C[C@@H](N(C[C@H]1CC)C=1C2=C(N(C(N1)=O)C)C=CC(=N2)C#N)CC ((2S,5R)-4-(1-(4-(bromomethyl)phenyl)ethyl)-2,5-diethylpiperazin-1-yl)-1-methyl-2-oxo-1,2-dihydropyrido[3,2-d]pyrimidine-6-carbonitrile